3-(3-Fluoro-4-methoxybenzyl)-6-(1H-pyrazol-4-yl)quinazolin-4(3H)-one FC=1C=C(CN2C=NC3=CC=C(C=C3C2=O)C=2C=NNC2)C=CC1OC